Br[C@H]1C[C@]2(C)[C@@H](C1)[C@@H]1CC[C@H]3C[C@H](CC[C@]3(C)[C@H]1CC2)O 16ALPHA-BROMO-3BETA-HYDROXY-5ALPHA-ANDROSTAN